6-(3-amino-5-fluoro-6-(4-(tetrahydro-2H-pyran-4-yl)phenyl)pyrazin-2-yl)-4-methylisoquinolin-1(2H)-one NC=1C(=NC(=C(N1)F)C1=CC=C(C=C1)C1CCOCC1)C=1C=C2C(=CNC(C2=CC1)=O)C